N-(4-hydroxy-3-(methylsulfonylamino)phenyl)-4'-(trifluoromethyl)-[1,1'-biphenyl]-4-carboxamide OC1=C(C=C(C=C1)NC(=O)C1=CC=C(C=C1)C1=CC=C(C=C1)C(F)(F)F)NS(=O)(=O)C